ClC1=C(C=CC=2C(N([C@H]3C=4N([C@@H](C21)C3)C3=C(N4)C=CC(=C3)O)C([2H])([2H])[2H])=O)F (7R,14R)-1-chloro-2-fluoro-11-hydroxy-6-(methyl-d3)-6,7-dihydro-7,14-methanobenzo[f]benzo[4,5]imidazo[1,2-a][1,4]diazocin-5(14H)-one